FC(C1=CC(=NN1CCN)C1=NC(=NO1)C1(CC1)C1=C(C=CC=C1)C)F 2-(5-(difluoromethyl)-3-(3-(1-(o-tolyl)cyclopropyl)-1,2,4-oxadiazol-5-yl)-1H-pyrazol-1-yl)ethan-1-amine